ClC1=CC(=C(CNC2CC2)C=C1C)C N-(4-chloro-2,5-dimethylbenzyl)cyclopropanamine